4-(2-bromoethoxy)benzenesulfonyl chloride BrCCOC1=CC=C(C=C1)S(=O)(=O)Cl